S1C=NC2=C1C=C(C=C2)CCC2=C(C(=CC=C2Cl)F)C=2C(N(N=C(C2O)C)C)=O 4-[2-[2-(1,3-benzothiazol-6-yl)ethyl]-3-chloro-6-fluoro-phenyl]-5-hydroxy-2,6-dimethyl-pyridazin-3-one